tert-butyl 4-(5-(6-chloropyrazolo[1,5-a]pyrimidine-3-carboxamido)-6-(2-hydroxypropan-2-yl)-2H-indazol-2-yl)piperidine-1-carboxylate ClC=1C=NC=2N(C1)N=CC2C(=O)NC2=CC1=CN(N=C1C=C2C(C)(C)O)C2CCN(CC2)C(=O)OC(C)(C)C